N-methyl-β-leucine CN[C@@H](C(C)C)CC(=O)O